N-(5-(2,6-Difluoro-4-methoxyphenyl)-1-methyl-2-(4-methyl-6-((tetrahydrofuran-3-yl)methoxy)pyridin-2-yl)-3-oxo-2,3-dihydro-1H-pyrazol-4-yl)-4-(difluoromethoxy)benzamide FC1=C(C(=CC(=C1)OC)F)C1=C(C(N(N1C)C1=NC(=CC(=C1)C)OCC1COCC1)=O)NC(C1=CC=C(C=C1)OC(F)F)=O